(4-(4-chloroquinolin-7-yl)-3-fluorophenyl)(pyrrolidin-1-yl)methanone ClC1=CC=NC2=CC(=CC=C12)C1=C(C=C(C=C1)C(=O)N1CCCC1)F